N-(pyridin-3-yl)-2-(5-(trifluoromethyl)-1,2,4-oxadiazol-3-yl)-6,7-dihydrothieno[3,2-c]pyridine-5(4H)-carboxamide N1=CC(=CC=C1)NC(=O)N1CC2=C(CC1)SC(=C2)C2=NOC(=N2)C(F)(F)F